CN1C(CCC1=O)C(=O)O 1-Methyl-5-oxo-pyrrolidine-2-carboxylic acid